IC=1C=NN(C1)C1CCS(CC1)(=O)=O 4-(4-iodo-1H-pyrazol-1-yl)tetrahydro-2H-thiopyran 1,1-dioxide